ClC1=NC2=CC3=CC=CC=C3C=C2C(=C1Cl)Cl 2,3,4-trichloroazaanthracene